BrC=1C(=C(C=C(C1)OC1(COC1)C)C=1C(=NN(C1C)C)C)F 4-(3-bromo-2-fluoro-5-((3-methyloxetan-3-yl)oxy)phenyl)-1,3,5-trimethyl-1H-pyrazole